4-((4-bromopyridin-2-yl)oxy)-2-chloro-5-(pyridin-4-yl)pyrimidine BrC1=CC(=NC=C1)OC1=NC(=NC=C1C1=CC=NC=C1)Cl